C(C)N(C1=CC(=C(C=CC(=O)C2=CC=CC=C2)C=C1)C)CC 4-diethylamino-2-methylbenzylideneacetophenone